(chloromethyl)-2,4-dimethoxy-5-nitrobenzene ClCC1=C(C=C(C(=C1)[N+](=O)[O-])OC)OC